(6aS,8R)-2-chloro-6a-(difluoromethyl)-5,6,6a,7,8,9-hexahydropyrrolo-[1',2':4,5]pyrazino[2,3-c]pyridazin-8-amine ClC=1C=C2C(=NN1)NC[C@]1(N2C[C@@H](C1)N)C(F)F